BrC1=CC=2C3=C(N(C2C=C1)CCCC)CCN(C3)C(CCCCCCC(=O)[N-]O)=O (8-bromo-5-butyl-1,3,4,5-tetrahydro-2H-pyrido[4,3-b]indol-2-yl)-N-hydroxy-8-oxooctanoylamide